FC1(C(C1)C1=CC=CC(=N1)C(=O)NC=1C(=C(C=2N(C1)C=C(N2)C2CCN(CC2)C(CN2CCN(CC2)C(=O)OC(C)(C)C)=O)F)C(C)(C)O)F tert-butyl 4-(2-(4-(6-(6-(2,2-difluorocyclopropyl)pyridinecarboxamido)-8-fluoro-7-(2-hydroxypropan-2-yl)imidazo(1,2-a)pyridin-2-yl)piperidin-1-yl)-2-oxoethyl)piperazine-1-carboxylate